lithium diisopropyloxide C(C)(C)OC(C)C.[Li]